OC1=CC=C(C2OC3=C(C(=C(C(=C3C(C2)=O)OC)OC)OC)OC)C=C1 4'-hydroxy-5,6,7,8-tetramethoxyflavanone